N-((1r,3r)-1-Methyl-3-((5-(quinoxalin-6-yl)pyrrolo[2,1-f][1,2,4]triazin-2-yl)amino)cyclobutyl)acetamide CC1(CC(C1)NC1=NN2C(C=N1)=C(C=C2)C=2C=C1N=CC=NC1=CC2)NC(C)=O